ClC1=NN2C(N=CC3=C2[C@@](C[C@H]3C(=O)NC=3C=NC(=C(C3)Cl)N3N=CC=N3)(C3=NN(C=C3)C)C)=C1 trans-2-chloro-N-(5-chloro-6-(2H-1,2,3-triazol-2-yl)pyridin-3-yl)-8-methyl-8-(1-methyl-1H-pyrazol-3-yl)-7,8-dihydro-6H-cyclopenta[e]pyrazolo[1,5-a]pyrimidine-6-carboxamide